N1N=NC(=C1)CO 1,2,3-triazol-4-yl-methanol